bismuth-selenium-tellurium [Te].[Se].[Bi]